FC=1C=C(C=NC1OC1=CC=NC2=CC(=C(N=C12)OC)OCC1=CC=C(C=C1)OC)NC(=O)C1(CC1)C(=O)NC1=CC=C(C=C1)F l-N'-[5-fluoro-6-[[6-methoxy-7-[(4-methoxyphenyl)methoxy]-1,5-naphthyridin-4-yl]oxy]pyridin-3-yl]-1-N-(4-fluorophenyl)cyclopropane-1,1-dicarboxamide